ClCC=1OC(=NN1)C=1SC=CC1 2-(chloromethyl)-5-(thiophen-2-yl)-1,3,4-oxadiazole